4-(6-ethyl-5-(methylsulfonylamino)pyridin-2-yl)-1-methyl-1H-1,2,3-triazole C(C)C1=C(C=CC(=N1)C=1N=NN(C1)C)NS(=O)(=O)C